C1(=CC=CC=C1)C1=CC2=C(C(N3C(S2)=NC2=C3C=CC=C2)=O)C=C1 3-Phenylbenzimidazolo[2,1-b][1,3]benzothiazin-12-on